C(C1=CC=CC=C1)N1C(C(C2=CC(=CC=C12)[N+](=O)[O-])(O)C1=CNC2=CC=CC=C12)=O 1-benzyl-3-(3-indolyl)-3-hydroxy-5-nitro-indol-2-one